FC1=C(C=CC=C1)N1N=C(C=C1C1=CC(=CC=C1)OCC1COC1)COC(C(=O)OC)(C)C Methyl 2-([1-(2-fluorophenyl)-5-[3-(oxetan-3-ylmethoxy)-phenyl]-1H-pyrazol-3-yl]methoxy)-2-methylpropanoate